C(C)OP(=O)(C)SCCN(C(C)C)C(C)C ethyl(2-[bis(propan-2-yl)amino]ethyl sulfanyl)(methyl)phosphinate